C12C3C=CCC3C(CC1)C2 tricyclo[5.2.1.02,6]deca-3-en